(8R)-2-chloro-8-methyl-7,8-dihydro-5H-1,6-naphthyridine-6-carboxylic acid tert-butyl ester C(C)(C)(C)OC(=O)N1CC=2C=CC(=NC2[C@@H](C1)C)Cl